(2R,4aS,6aS,9S,10R,12bR,14aS,14bR)-10-hydroxy-9-methoxy-2,4a,6a,9,12b,14a-hexamethyl-11-oxo-1,2,3,4,4a,5,6,6a,9,10,11,12b,13,14,14a,14b-hexadecahydropicene-2-carboxylic acid O[C@@H]1[C@@](C2=CC=C3[C@]4(CC[C@]5(CC[C@](C[C@H]5[C@@]4(CC[C@]3(C2=CC1=O)C)C)(C(=O)O)C)C)C)(C)OC